C1(CC1)C1=NC=NC=C1C1=CC=C(C[N+]2=NOC(=C2)[N-]C(NC2=CC(=CC=C2)C(F)(F)F)=O)C=C1 (3-(4-(4-cyclopropylpyrimidin-5-yl)benzyl)-1,2,3-oxadiazol-3-ium-5-yl)((3-(trifluoromethyl)phenyl)carbamoyl)amide